C1(CC1)CCOC1=CC(=C(C(=O)N)C(=C1)C)C 4-(2-cyclopropylethoxy)-2,6-dimethylbenzamide